1-(3a,8a-dihydro-8H-indeno[1,2-d]oxazol-2-yl)isoquinoline-2(1H)-ol O1C(=NC2C1CC=1C=CC=CC12)C1N(C=CC2=CC=CC=C12)O